N-trityl-L-glutamine C(C1=CC=CC=C1)(C1=CC=CC=C1)(C1=CC=CC=C1)N[C@@H](CCC(N)=O)C(=O)O